NNNNCCCCCCCCCCCCC(CCCC(CCC(=O)O)C(=O)O)C(=O)O tetraazatricosane-17,21,23-tricarboxylic acid